C(C)(C)C=1C=C(C=NC1)N 5-Isopropylpyridin-3-amine